(R)-N-(sec-butyl)-4-((5-(1-(2-hydroxy-2-methylpropyl)-4-methyl-1H-indazol-5-yl)-2,6-naphthyridin-3-yl)amino)benzenesulfonamide [C@@H](C)(CC)NS(=O)(=O)C1=CC=C(C=C1)NC=1N=CC2=CC=NC(=C2C1)C=1C(=C2C=NN(C2=CC1)CC(C)(C)O)C